(S)-1-cyano-N-(6-(5-methyl-1,2,4-oxadiazol-3-yl)imidazo[1,2-a]pyridin-2-yl)pyrrolidine-3-carboxamide C(#N)N1C[C@H](CC1)C(=O)NC=1N=C2N(C=C(C=C2)C2=NOC(=N2)C)C1